FC1=C(C(=CC=C1)[N+](=O)[O-])C=C 1-fluoro-3-nitro-2-vinylbenzene